(S)-4-(4-(6,7-dimethyl-4-(3-(trifluoromethyl)bicyclo[1.1.1]pentan-1-yl)pteridin-2-yl)morpholin-2-yl)pyridin-2(1H)-one CC=1N=C2C(=NC(=NC2=NC1C)N1C[C@@H](OCC1)C1=CC(NC=C1)=O)C12CC(C1)(C2)C(F)(F)F